N1N=CC2=C1CC(CCCCC2)OS(=O)(=O)C2=CC=C(C=C2)[N+](=O)[O-] pyrazolocyclononan-9-yl-4-nitrobenzenesulfonate